Methyl 2-[2-(3-chloro-4-Fluoro-phenyl)-5-methyl-1-piperidyl]-2-oxo-acetate ClC=1C=C(C=CC1F)C1N(CC(CC1)C)C(C(=O)OC)=O